C(C)(C)(C)OC(=O)N1CC2(C1)CN(CC2)C2=CC=1N(C(=C2)C)N=C(C1[N+](=O)[O-])CC 6-(2-Ethyl-7-methyl-3-nitropyrazolo[1,5-a]pyridin-5-yl)-2,6-diazaspiro[3.4]octane-2-carboxylic acid tert-butyl ester